(4-((tosyloxy)methyl)-2-oxabicyclo[2.2.2]oct-1-yl)benzoic acid S(=O)(=O)(C1=CC=C(C)C=C1)OCC12COC(CC1)(CC2)C2=C(C(=O)O)C=CC=C2